4-succinimidyloxycarbonyl-α-methyl-α-(2-pyridylthio)toluene C1(CCC(N1OC(=O)C1=CC=C(C(SC2=NC=CC=C2)C)C=C1)=O)=O